(Diethylgermanediyl)bis((4-methoxyphenyl)methanone) C(C)[Ge](C(=O)C1=CC=C(C=C1)OC)(C(=O)C1=CC=C(C=C1)OC)CC